NC(CNCC(=O)O)=O 2-[(2-amino-2-oxoethyl)amino]acetic acid